FC1=CC=C2C=CN(C2=C1OC)C(=O)O 6-fluoro-7-methoxy-1H-indole-1-carboxylic acid